ClC1=CC2=C(C=C3N2C(=NN(C3=O)CC(=O)NC3CC(C3)(C)O)C(C)(C)O)S1 2-(2-chloro-5-(2-hydroxypropan-2-yl)-8-oxothieno[2',3':4,5]pyrrolo[1,2-d][1,2,4]triazin-7(8H)-yl)-N-((1s,3s)-3-hydroxy-3-methylcyclobutyl)acetamide